C[C@@]1(CN(CCO1)[C@@H]1CCC=2C1=NNC(C2C(F)(F)F)=O)C(=O)N2CCN(CC2)C2=NC=C(C#N)C=C2 |r| rac-6-(4-((R)-2-methyl-4-((R)-3-oxo-4-(trifluoromethyl)-3,5,6,7-tetrahydro-2H-cyclopenta[c]pyridazin-7-yl)morpholin-2-carbonyl)piperazin-1-yl)nicotinonitrile